FC1=C(C(=CC2=C1N=CS2)F)NC2=C1C(=NC=C2F)SC(=C1)[C@@H]1[C@H](NCCC1)C 4,6-Difluoro-N-(5-fluoro-2-((2R,3S)-2-methylpiperidin-3-yl)thieno[2,3-b]pyridin-4-yl)benzo[d]thiazol-5-amine